OC1=C(C(=CC(=C1)C(F)(F)F)C)C1=CC=C(N=N1)N1[C@@H]2[C@H](CC1)N(CC2)C(=O)OC(C)(C)C |r| tert-butyl rac-(3aS,6aS)-1-[6-[2-hydroxy-6-methyl-4-(trifluoromethyl)phenyl]pyridazin-3-yl]-2,3,3a,5,6,6a-hexahydropyrrolo[3,2-b]pyrrole-4-carboxylate